3-chloro-1-methyl-1H-pyrazol ClC1=NN(C=C1)C